C(#N)C=1C=C(C(=O)OC)C=CC1ON=C(C)C methyl 3-cyano-4-[(propan-2-ylideneamino)oxy]benzoate